C(C)CC(C)NC(C)C ethyl-N-isopropylpropan-2-amine